3-(2-(quinolin-2-yl)phenyl)oxazolin-2-one N1=C(C=CC2=CC=CC=C12)C1=C(C=CC=C1)N1C(OC=C1)=O